COC=1C(=C(C(=NC1[2H])[2H])CC#N)[2H] 5-methoxypyridin-3-Acetonitrile-d3